C(C)(C)(C)C1CCC2(CCC(C2)CN)CC1 8-tert-butylspiro[4.5]decane-2-methylamine